α-thujen CC1=CCC2(C1C2)C(C)C